NC1=NC=2C=C(C=CC2C2=C1N=C(N2)CCCC)C(=O)O 4-amino-2-butyl-7-carboxy-1H-imidazo[4,5-c]quinolin